N-(4-Hydroxyphenyl)-1,2-dimethyl-5-(6-{[(3R)-3-methyl-3,4-dihydroisoquinolin-2(1H)-yl]carbonyl}-1,3-benzodioxol-5-yl)-N-(pyridin-4-yl)-1H-pyrrole-3-carboxamide hydrochloride Cl.OC1=CC=C(C=C1)N(C(=O)C1=C(N(C(=C1)C1=CC2=C(OCO2)C=C1C(=O)N1CC2=CC=CC=C2C[C@H]1C)C)C)C1=CC=NC=C1